C(C)(=O)N[C@H]1CN(CC1)C(CN1C(=NC2=C3CC[C@@H](NC3=CC=C21)C)CCN2C(C=CC=C2)=O)=O (7S)-3-{2-[(3R)-3-Acetamidopyrrolidin-1-yl]-2-oxoethyl}-7-methyl-2-[2-(2-oxo-1,2-dihydropyridin-1-yl)ethyl]-3H,6H,7H,8H,9H-imidazo[4,5-f]chinolin